CN1S(C2=C(C1)C=C(C=C2)B2OC(C(O2)(C)C)(C)C)(=O)=O 2-methyl-5-(4,4,5,5-tetramethyl-1,3,2-dioxaborolan-2-yl)-2,3-dihydrobenzo[d]isothiazole 1,1-dioxide